tert-butyl 1-((2-methyl-1-((tetrahydro-2H-pyran-2-yl)oxy)propan-2-yl)sulfonyl)cyclopropane-1-carboxylate CC(COC1OCCCC1)(C)S(=O)(=O)C1(CC1)C(=O)OC(C)(C)C